C(C1=CC=CC=C1)OC=1C=CC2=C(C(=C(O2)C)C(=O)NCC2NCCC2)C1 5-(benzyloxy)-2-methyl-N-(pyrrolidin-2-ylmethyl)benzofuran-3-carboxamide